[Br].C(CCCCC)N1CC=CC=C1 N-hexylpyridine bromine salt